The molecule is a member of the class of oxazolidines that is 1,3-oxazolidin-2-one in which the hydrogen attached to the nitrogen is replaced by an N-{[(5-nitro-2-furyl)methylene]amino} group. It has antibacterial and antiprotozoal properties, and is used in the treatment of giardiasis and cholera. It has a role as an EC 1.4.3.4 (monoamine oxidase) inhibitor, an antitrichomonal drug, an antiinfective agent and an antibacterial drug. It is a member of oxazolidines and a nitrofuran antibiotic. C1COC(=O)N1/N=C/C2=CC=C(O2)[N+](=O)[O-]